1-(7-(3-amino-8-ethynyl-7-fluoronaphthalen-1-yl)-4-((1r,5s)-3,8-diazabicyclo[3.2.1]oct-3-yl)-8-fluoro-2-((4-methoxybicyclo[2.2.2]oct-1-yl)methoxy)quinazolin-6-yl)ethan-1-one NC=1C=C(C2=C(C(=CC=C2C1)F)C#C)C1=C(C=C2C(=NC(=NC2=C1F)OCC12CCC(CC1)(CC2)OC)N2C[C@H]1CC[C@@H](C2)N1)C(C)=O